C1OC(OCC12COC(OC2)C(CN)(C)C)C(CN)(C)C 2,2'-(2,4,8,10-tetraoxaspiro[5.5]undecane-3,9-diyl)bis(2-methylpropan-1-amine)